8-((2S,5R)-2,5-diethyl-4-(1-(quinoxalin-6-yl)ethyl)piperazin-1-yl)-2-(methoxymethyl)-5-methylimidazo[1,2-b]pyridazin-6(5H)-one C(C)[C@@H]1N(C[C@H](N(C1)C(C)C=1C=C2N=CC=NC2=CC1)CC)C=1C=2N(N(C(C1)=O)C)C=C(N2)COC